ClC=1N=C(C2=C(N1)C1=C(O2)N=CC=C1)Cl 2,4-dichloropyrido[3',2':4,5]furo[3,2-d]pyrimidine